2,6-dimethyl-4H-benzo[d][1,3]oxazine-4-one CC=1OC(C2=C(N1)C=CC(=C2)C)=O